CN(CCOC1=NC=C(C=C1NS(=O)(=O)CC1=CC=CC=C1)C(=O)N1CCC(CC1)C1=CC=C(C=C1)OC=1N=NC(=CC1)C(F)(F)F)C N-(2-(2-(dimethylamino)ethoxy)-5-(4-(4-((6-(trifluoromethyl)pyridazin-3-yl)oxy)phenyl)piperidine-1-carbonyl)pyridin-3-yl)-1-phenylmethanesulfonamide